(5-methyl-1H-pyrazol-3-yl)-N2-((3-exo)-9-(pyridin-3-yl-sulfonyl)-9-azabicyclo[3.3.1]non-3-yl)thieno[2,3-d]pyrimidin-2,4-diamine CC1=CC(=NN1)C1=CSC=2N=C(N=C(C21)N)NC2CC1CCCC(C2)N1S(=O)(=O)C=1C=NC=CC1